S1CCC(=CC1)C=1C=C(C=CC1)S(=O)(=O)N1C=C(C=C1C1=C(C=CC=C1)F)CNC 1-(1-((3-(3,6-Dihydro-2H-thiopyran-4-yl)phenyl)sulfonyl)-5-(2-fluorophenyl)-1H-pyrrol-3-yl)-N-methyl-methylamine